C[C@H]1COC2=NC=CC(C3=NN(C=4C=CC(O[C@H](CCO1)C)=CC34)C3OCCCC3)=N2 (9S,13S)-9,13-dimethyl-19-(oxan-2-yl)-7,10,14-trioxa-5,19,20,23-tetraazatetracyclo[13.5.2.12,6.018,21]tricosa-1(20),2(23),3,5,15(22),16,18(21)-heptaene